2-({6-[(1,3-Benzothiazol-2-yl)amino]-5-methylpyridazin-3-yl}(methyl)amino)-5-[1-(ethylcarbamoyl)azetidin-3-yl]-1,3-thiazole-4-carboxylic acid S1C(=NC2=C1C=CC=C2)NC2=C(C=C(N=N2)N(C=2SC(=C(N2)C(=O)O)C2CN(C2)C(NCC)=O)C)C